(2-azabicyclo[4.1.0]heptan-2-yl)(5-(7,8-dihydro-1,6-naphthyridin-6(5H)-yl)naphthalen-2-yl)methanone C12N(CCCC2C1)C(=O)C1=CC2=CC=CC(=C2C=C1)N1CC=2C=CC=NC2CC1